[K].C(C)N1C(CCCC1)CS(=O)(=O)NC(NC1=C2CCCC2=CC=2CCCC12)=O 1-(1-Ethylpiperidin-2-yl)-N-((1,2,3,5,6,7-hexahydro-s-indacen-4-yl)carbamoyl)methanesulfonamide, potassium salt